C(#N)C1=C(OC=2C(=C3C(N(C=NC3=CC2)[C@H]2COC3(C2)CCN(CC3)C(=O)OC(C)(C)C)=O)OC)C(=CC=C1F)F tert-butyl (3R)-3-[6-(2-cyano-3,6-difluoro-phenoxy)-5-methoxy-4-oxo-quinazolin-3-yl]-1-oxa-8-azaspiro[4.5]decane-8-carboxylate